ClC1=NC=CC(=C1)C(C)(C)N1C(N[C@@H](C1)C(F)(F)F)=O (S)-1-(2-(2-chloropyridin-4-yl)propan-2-yl)-4-(trifluoromethyl)imidazolidin-2-one